tert-butyl 7-[(3R)-1-[(benzyloxy)carbonyl]piperidin-3-yl]-6-oxo-5-oxa-2,7-diazaspiro[3.4]octane-2-carboxylate C(C1=CC=CC=C1)OC(=O)N1C[C@@H](CCC1)N1C(OC2(CN(C2)C(=O)OC(C)(C)C)C1)=O